cyclopropyl-3-(5-cyclopropyl-4-iodo-isoxazol-3-yl)pyrazolo[3,4-d]pyrimidin-4-amine C1(CC1)C1=NC(=C2C(=N1)NN=C2C2=NOC(=C2I)C2CC2)N